ClC1=CC=C(CN1C1CC1)N[C@H](C)C=1C=C(C=C2C(N(C(=NC12)C1=NC=C(C=C1)F)C)=O)F (R)-6-chloro-N-cyclopropyl-3-((1-(6-fluoro-2-(5-fluoropyridin-2-yl)-3-methyl-4-oxo-3,4-dihydro-quinazolin-8-yl)ethyl)amino)pyridine